[(1R,2S,4R)-4-{[5-([4-[(S)-(3-Bromophenyl)(methoxy)methyl]-2-thienyl]carbonyl)pyrimidin-4-yl]amino}-2-hydroxycyclopentyl]methyl sulfamate S(N)(OC[C@@H]1[C@H](C[C@@H](C1)NC1=NC=NC=C1C(=O)C=1SC=C(C1)[C@@H](OC)C1=CC(=CC=C1)Br)O)(=O)=O